N[C@](COC1=C(C=C(C=C1)C1=CC(=NC=C1)NC(C)=O)C#N)(CC(C)(C)F)C (S)-N-(4-(4-((2-amino-4-fluoro-2,4-dimethylpentyl)oxy)-3-cyanophenyl)pyridine-2-yl)acetamide